BrC=1C=CC(=C(CS(=O)(=O)C2=NC=3N(C(N(C(C3N2C)=O)C)=O)C)C1)OC 8-(5-bromo-2-methoxybenzylsulfonyl)-1,3,7-trimethyl-1H-purine-2,6(3H,7H)-dione